C/C(/C=C/C(=O)ONC(=O)N1CCC(CC1)OCCC)=C\C=C\C(=C\C=C\C=C(\C=C\C=C(/C=C/C(=O)[O-])\C)/C)\C 1-[4-ethylmethoxypiperidinamido] (2E,4E,6E,8E,10E,12E,14E,16Z,18E)-4,8,13,17-tetramethylicosa-2,4,6,8,10,12,14,16,18-nonaenedioate